5,6-dimethylacridone CC1=C2NC=3C=CC=CC3C(C2=CC=C1C)=O